N-(4-methyl-3-nitrophenyl)-2-(6-(trifluoromethyl)pyridin-2-yl)acetamide CC1=C(C=C(C=C1)NC(CC1=NC(=CC=C1)C(F)(F)F)=O)[N+](=O)[O-]